tert-butyl 3',3'-difluoro-3',6'-dihydro-[2,4'-bipyridine]-1'(2'H)-carboxylate FC1(CN(CC=C1C1=NC=CC=C1)C(=O)OC(C)(C)C)F